(R)-N-((R)-1-(Naphthalen-1-yl)ethyl)spiro[chroman-4,2'-[1,3]dioxolan]-2-carboxamid C1(=CC=CC2=CC=CC=C12)[C@@H](C)NC(=O)[C@@H]1OC2=CC=CC=C2C2(OCCO2)C1